CN1CCN(CC1)CC=1C=C(C(C(=O)O)=CC1)[2H] 4-((4-methylpiperazin-1-yl)methyl)benzoic acid-2-d